4-(2-Acryloxyethyloxy)-4'-cyanobiphenyl C(C=C)(=O)OCCOC1=CC=C(C=C1)C1=CC=C(C=C1)C#N